1H-indole-2,6-dicarboxylic acid N1C(=CC2=CC=C(C=C12)C(=O)O)C(=O)O